BrC1=NN(C(S1)=NC(=O)OC(C)(C)C)CC(=O)O 2-(5-bromo-2-((tert-butoxycarbonyl)imino)-1,3,4-thiadiazol-3(2H)-yl)acetic acid